NC=1C=CC(=C(C1)S(=O)(=O)O)C(=O)NNC(=O)OC(C)(C)C 5-amino-2-(2-(tert-butoxy-carbonyl)hydrazine-1-carbonyl)benzenesulfonic acid